2-(4-formyl-3-((4-methoxybenzyl)oxy)phenyl)acetic acid C(=O)C1=C(C=C(C=C1)CC(=O)O)OCC1=CC=C(C=C1)OC